FCCN1N=NC=C1C(=O)O 1-(2-fluoroethyl)-1H-1,2,3-triazole-5-carboxylic acid